O=C1C=COC2=C1C=CC=C2C2=CC=CC=C2 4-oxo-8-phenyl-4H-1-benzopyran